tert-butyl 3-methyl-6-[2-(trifluoromethyl)-1,3-benzothiazol-5-yl]-3,4-dihydro-2H-pyridine-1-carboxylate CC1CN(C(=CC1)C=1C=CC2=C(N=C(S2)C(F)(F)F)C1)C(=O)OC(C)(C)C